(R)-3-(2,6-difluoro-4-(3-hydroxyazetidin-1-yl)phenyl)piperidine-2,6-dione FC1=C(C(=CC(=C1)N1CC(C1)O)F)[C@@H]1C(NC(CC1)=O)=O